5-methoxy-1-methyl-3-(4,4,5,5-tetramethyl-1,3,2-dioxaborolan-2-yl)-1H-pyrrolo[2,3-c]pyridine COC=1C=C2C(=CN1)N(C=C2B2OC(C(O2)(C)C)(C)C)C